[Li+].Cl(=O)(=O)[O-] chloric acid lithium salt